CN1C(C2(CCN(CC2)CCOC=2C=CC3=C(CCS3(=O)=O)C2)C2=CC=CC=C12)=O 5-(2-{1-methyl-2-oxo-1,2-dihydrospiro[indole-3,4'-piperidin]-1'-yl}ethoxy)-2,3-dihydro-1lambda6-benzothiophene-1,1-dione